N-(2-chloro-3-((3,5-dimethyl-4-oxo-3,4-dihydroquinazolin-6-yl)oxy)-4,5-difluorophenyl)propane-1-sulfonamide ClC1=C(C=C(C(=C1OC=1C(=C2C(N(C=NC2=CC1)C)=O)C)F)F)NS(=O)(=O)CCC